FC=1C(=C2C=NNC2=C(C1)OCOC)C=1C=NN(C1)C 5-fluoro-7-(methoxymethyloxy)-4-(1-methylpyrazol-4-yl)-1H-indazole